ClC1=C(C=C2C=C(N=CC2=C1)NC(=O)[C@H]1[C@H]([C@@H]1C=1C=NN(C1)C)CC)C1CCN(CC1)[C@]1(COC[C@H]1F)C (1S,2S,3S)-N-(7-chloro-6-(1-((3S,4S)-4-fluoro-3-methyltetrahydrofuran-3-yl)piperidin-4-yl)isoquinolin-3-yl)-2-ethyl-3-(1-methyl-1H-pyrazol-4-yl)cyclopropane-1-carboxamide